2-hydroxy-5-[2,3-dimethyl-4-(3,4-dihydroxyphenyl)butyl]phenolate OC1=C(C=C(C=C1)CC(C(CC1=CC(=C(C=C1)O)O)C)C)[O-]